CC1=CC(=NC(=N1)C1=CN=C(S1)C)N1CC2(C=3C=NC(=CC31)NC(C)=O)CC2 N-(1'-(6-methyl-2-(2-methylthiazol-5-yl)pyrimidin-4-yl)-1',2'-dihydrospiro[cyclopropane-1,3'-pyrrolo[3,2-c]pyridin]-6'-yl)acetamide